OC(C)C1=NC=2C(=C3C(=NC2)NC=C3)N1N1CCC(CC1)N(S(=O)(=O)C)C N-(1-(2-(1-hydroxyethyl)imidazo[4,5-d]Pyrrolo[2,3-b]Pyridin-1(6H)-yl)piperidin-4-yl)-N-methylmethanesulfonamide